2-((2r,5s)-4-(6-cyano-1-methyl-2-oxo-1,2-dihydropyrido[3,2-d]pyrimidin-4-yl)-2,5-diethylpiperazin-1-yl)-N-(2-cyanoethyl)-2-(4-(trifluoromethyl)phenyl)acetamide chromium cobalt antimony [Sb].[Co].[Cr].C(#N)C=1C=CC=2N(C(N=C(C2N1)N1C[C@H](N(C[C@@H]1CC)C(C(=O)NCCC#N)C1=CC=C(C=C1)C(F)(F)F)CC)=O)C